ethyl (2S)-2-amino-3-(1-hydroxy-3H-2,1-benzoxaborol-6-yl)propanoate N[C@H](C(=O)OCC)CC1=CC2=C(COB2O)C=C1